CS(=O)(=O)OCC1=CC(=C(C(=C1)[N+](=O)[O-])OC)C1=NN(C=C1)C1CC1 3-(1-Cyclopropyl-1H-pyrazol-3-yl)-4-methoxy-5-nitrobenzyl methanesulfonate